[15NH2][C@@H](CCCC[15NH2])C(=O)O L-lysine-15N2